1-(4-methoxybenzyl)-3-(6-(4-(oxetan-3-yl)piperazine-1-carbonyl)spiro[3.3]heptan-2-yl)urea COC1=CC=C(CNC(=O)NC2CC3(C2)CC(C3)C(=O)N3CCN(CC3)C3COC3)C=C1